C(CCCCCCCCC)[Si](O)(O)O decylsilanetriol